ClC=1C=C(CC=2C(NC3=CC=CC=C3C2)=O)C=CC1C1NC(CC1)=O 3-(3-Chloro-4-(5-oxopyrrolidin-2-yl)benzyl)quinolin-2(1H)-one